C(C)(C)C1=C(NC2=CC=C(C=C12)C1CCNCC1)C1=CN=C2N1C=CC=N2 3-(3-isopropyl-5-(piperidin-4-yl)-1H-indol-2-yl)imidazo[1,2-a]pyrimidine